2-Bromo-6-(trifluoromethyl)benzyl bromide BrC1=C(CBr)C(=CC=C1)C(F)(F)F